heptyl 4-hydroxybutyrate OCCCC(=O)OCCCCCCC